N-(4-((4-(3-(2-(2-(2-Aminoethoxy)ethoxy)ethoxy)propyl)piperazin-1-yl)methyl)-3-(trifluoromethyl)phenyl)-3-(imidazo[1,2-b]pyridazin-3-ylethynyl)-4-methylbenzamide NCCOCCOCCOCCCN1CCN(CC1)CC1=C(C=C(C=C1)NC(C1=CC(=C(C=C1)C)C#CC1=CN=C2N1N=CC=C2)=O)C(F)(F)F